S1C(=NC=C1)C1=CC=C(C=O)C=C1 4-(1,3-thiazol-2-yl)benzaldehyde